N-Boc-2-methyl-D-phenylalanine C(=O)(OC(C)(C)C)N[C@H](CC1=C(C=CC=C1)C)C(=O)O